ClC=1C(=NC=CC1)N1N=C(C=C1C(=O)NC=1C(=CC=2N(C1C(=O)NC)N=CC2)C)OCC(F)(F)F 6-(1-(3-chloropyridin-2-yl)-3-(2,2,2-trifluoroethoxy)-1H-pyrazole-5-carboxamido)-N,5-dimethylpyrazolo[1,5-a]pyridine-7-carboxamide